ClC=1N=CC(=NC1)N1CCN(CC1)C(=O)OC(C)(C)C tert-butyl 4-(5-chloropyrazin-2-yl)piperazine-1-carboxylate